N1-(4-(4,4-dimethylcyclohexyl)phenyl)cyclopentane-1,3-diamine CC1(CCC(CC1)C1=CC=C(C=C1)NC1CC(CC1)N)C